(4-(aminomethyl)phenyl)-1H-pyrazole-3-carbonitrile NCC1=CC=C(C=C1)N1N=C(C=C1)C#N